NC=1C(=NC(=C(C1)OC)OC)C#N 3-amino-5,6-dimethoxy-pyridine-2-carbonitrile